FC=1C=C2C(=CC(=NC2=CC1)C(F)(F)F)N[C@@H]1C[C@@H](CCC1)NC(=O)C=1C2=C(N=CC1)NC=C2 N-[(1R,3S)-3-{[6-fluoro-2-(trifluoromethyl)quinolin-4-yl]amino}cyclohexyl]-1H-pyrrolo[2,3-b]pyridine-4-carboxamide